4-[4-cyclopropyl-5-[(4-methoxyphenyl)methoxy]Quinazolin-7-yl]Morpholine C1(CC1)C1=NC=NC2=CC(=CC(=C12)OCC1=CC=C(C=C1)OC)N1CCOCC1